2-[1-(9-ethylcarbazole-3-yl)ethylidene]malononitrile C(C)N1C2=CC=CC=C2C=2C=C(C=CC12)C(C)=C(C#N)C#N